BrC=1N=C(NC1C)C 4-bromo-2,5-dimethyl-1H-imidazole